para-[(diiodomethyl)sulfonyl]toluene IC(S(=O)(=O)C1=CC=C(C)C=C1)I